C(C)(C)(C)OC(=O)N1CC2(C1)C(N(CC2)[C@@H](C(C)C)C(=O)OCC2=CC=CC=C2)=O.C[C@H]2OC(CCC2)ONC(Cl)(Cl)Cl (2R,3R,4S,5R)-2-methyl-6-(((trichloromethyl)amino)oxy)tetrahydro-2H-pyran tert-butyl-6-[(1s)-1-benzyloxycarbonyl-2-methyl-propyl]-5-oxo-2,6-diazaspiro[3.4]octane-2-carboxylate